(2,2,2-trifluoro-1-(2-fluoro-2'-hydroxy-5'-(4-methylpiperazin-1-yl)-[1,1'-biphenyl]-4-yl)ethyl)-L-leucine methyl ester COC([C@@H](NC(C(F)(F)F)C1=CC(=C(C=C1)C1=C(C=CC(=C1)N1CCN(CC1)C)O)F)CC(C)C)=O